tert-butyl 5-methyl-3-(7-morpholino-5-(3-(m-tolyl)-1H-pyrazol-1-yl)pyrazolo[1,5-a]pyrimidin-2-yl)-1H-pyrazole-1-carboxylate CC1=CC(=NN1C(=O)OC(C)(C)C)C1=NN2C(N=C(C=C2N2CCOCC2)N2N=C(C=C2)C=2C=C(C=CC2)C)=C1